oxadiazole-5(4H)-thione C1C(=S)ON=N1